1-(2-(((5-fluoro-1H-indol-3-yl)methyl)amino)-1H-benzo[d]imidazol-1-yl)butan-1-one FC=1C=C2C(=CNC2=CC1)CNC1=NC2=C(N1C(CCC)=O)C=CC=C2